CC(C(=O)O)(CCCC(CCCC(CC)C)C)C.CC(C(=O)OC)CCCC(CCCC(CC)C)C methyl 2,6,10-trimethyldodecanoate (methyl 2,6,10-trimethyldodecanoate)